CN1C(N(C2=C1C=CC(=C2)C=2C=NC=NC2)C(=O)NCCC2=CC=CC=C2)=O 3-methyl-2-oxo-N-phenethyl-6-(pyrimidin-5-yl)-2,3-dihydro-1H-benzo[d]imidazole-1-carboxamide